C(C1=CC=CC=C1)OC1=C(C=C(C=C1)C#CC1CCN(CC1)C(=O)OC(C)(C)C)F tert-butyl 4-[2-(4-benzyloxy-3-fluoro-phenyl)ethynyl]piperidine-1-carboxylate